4-(6-Amino-4-((1R,5S)-3,8-diazabicyclo[3.2.1]octan-3-yl)-2-(((2R,7aS)-2-fluorotetrahydro-1H-pyrrolizin-7a(5H)-yl)methoxy)quinazolin-7-yl)-5-ethyl-6-fluoronaphthalen-2-ol NC=1C=C2C(=NC(=NC2=CC1C1=CC(=CC2=CC=C(C(=C12)CC)F)O)OC[C@]12CCCN2C[C@@H](C1)F)N1C[C@H]2CC[C@@H](C1)N2